N(=O)N1CCC(CC1)C(CN1CCN(CC1)C1=CC=C(C=C1)C1C(NC(CC1)=O)=O)CC 3-(4-(4-(2-(1-nitrosopiperidin-4-yl)butyl)piperazin-1-yl)phenyl)piperidine-2,6-dione